r-cycloheptane C1CCCCCC1